tert-butyl (S)-5-(2-bromo-4-chloro-6-methylphenoxy)-3,3-difluoropiperidine-1-carboxylate BrC1=C(O[C@H]2CC(CN(C2)C(=O)OC(C)(C)C)(F)F)C(=CC(=C1)Cl)C